8-(2-(tert-butyl)pyrimidin-5-yl)-3-methyl-6-oxo-3,4-dihydro-2H,6H-pyrimido[2,1-b][1,3,5]thiadiazine-7-carbonitrile C(C)(C)(C)C1=NC=C(C=N1)C=1N=C2SCN(CN2C(C1C#N)=O)C